acryl iodide C(=O)(C=C)I